1-(4-methoxy-phenyl)ethylamine COC1=CC=C(C=C1)C(C)N